C(C)OC1=CN=CC(=N1)C=1C=C2CN(C(C2=CC1)=O)CC1=NC=CC(=C1)NS(=O)(=O)C1CC1 N-(2-((5-(6-ethoxypyrazin-2-yl)-1-oxoisoindolin-2-yl)methyl)pyridin-4-yl)cyclopropanesulfonamide